C(C)OC(=O)C1C2CCN(CC12)C(=O)OC(C)(C)C Trans-3-azabicyclo[4.1.0]heptane-3,7-dicarboxylic acid 3-tert-butyl ester 7-ethyl ester